(S)-1-(4-(4-fluoro-3-methylphenoxy)phenyl)ethan-1-amine FC1=C(C=C(OC2=CC=C(C=C2)[C@H](C)N)C=C1)C